(R)-(6-(7-ethyl-5H-pyrrolo[2,3-b]pyrazin-2-yl)-8-(morpholin-3-yl)-3,4-dihydroisoquinolin-2(1H)-yl)(morpholino)methanone C(C)C1=CNC2=NC=C(N=C21)C=2C=C1CCN(CC1=C(C2)[C@H]2NCCOC2)C(=O)N2CCOCC2